2,2-diethoxy-N-ethyl-ethylamine C(C)OC(CNCC)OCC